OC=1C=C(/C=C/C(=O)O)C=CC1O 3,4-dihydroxy-trans-cinnamic acid